N1CCNC(CCNCCNC(CC1)=O)=O 1,4,8,11-tetraazacyclotetradecane-5,12-dione